CC1=CC(=NN1C1=CC=C(C=C1)CN)C(F)(F)F (4-(5-methyl-3-(trifluoromethyl)-1H-pyrazol-1-yl)phenyl)methylamine